O=C1NC(CCC1N1C(C2=CC=CC(=C2C1=O)NC(CC1=CC=C(CCN2CCC(CC2)NC(OC(C)(C)C)=O)C=C1)=O)=O)=O tert-butyl (1-(4-(2-((2-(2,6-dioxopiperidin-3-yl)-1,3-dioxoisoindolin-4-yl)amino)-2-oxoethyl)phenethyl)piperidin-4-yl)carbamate